(S)-4-(5-(5-(2-Ethyl-4-(oxetan-3-yl)piperazin-1-yl)pyridin-2-ylamino)-methyl-6-oxo-1,6-dihydropyridin-3-yl)-2-(1-oxo-6,7,8,9-tetrahydropyrazino[1,2-a]indol-2(1H)-yl)nicotinaldehyde C(C)[C@@H]1N(CCN(C1)C1COC1)C=1C=CC(=NC1)NC1=CC(=CN(C1=O)C)C1=CC=NC(=C1C=O)N1C(C=2N(C=3CCCCC3C2)C=C1)=O